OC1=C(C(=C(C#N)C=C1OC)C1=CC2=CC=C(C=C2C=C1)OC)C#N 4-hydroxy-5-methoxy-2-(6-methoxynaphthalen-2-yl)isophthalonitrile